ClC=1C=C(NC2(CCC3([C@H](CC4=CC=CC=C34)C[C@H](COC3=CC=NC=4C=CC[C@H](C34)C)C)CC2)C(=O)O)C=CC1 (1r,2'S,4S)-4-(3-chloroanilino)-2'-[(2R)-2-methyl-3-{[(5R)-5-methyl-5,6-dihydroquinolin-4-yl]oxy}propyl]-2',3'-dihydrospiro[cyclohexane-1,1'-indene]-4-carboxylic acid